5-chloro-1'-(cyclobutylmethyl)-4'-carbonyl-1',4'-dihydro-[2,3'-bipyridine]-5'-carboxamide ClC=1C=CC(=NC1)C1=CN(C=C(C1=C=O)C(=O)N)CC1CCC1